2'-methyluridine-5'-triphosphate P(O)(=O)(OP(=O)(O)OP(=O)(O)O)OC[C@@H]1[C@H]([C@]([C@@H](O1)N1C(=O)NC(=O)C=C1)(O)C)O